1-(1-(2,3-dichlorophenyl)-2-methyl-6-oxo-1,6-dihydropyrimidin-4-yl)-1'H,3'H-spiro[piperidine-4,2'-pyrrolizine]-1'-one ClC1=C(C=CC=C1Cl)N1C(=NC(=CC1=O)N1CCC2(C(C3=CC=CN3C2)=O)CC1)C